C(C)N(CC)C[SiH](C1=CC=C(C=C)C=C1)COC 4-(diethylaminomethylmethoxymethylsilyl)styrene